ClC1=C2C=C(NC2=CC(=C1)C=1CN(CCC1)C(=O)C1NCC2=CC=CC=C2C1)C(=O)OC 2-Methyl 4-chloro-6-(1-(1,2,3,4-tetrahydroisoquinoline-3-carbonyl)-1,2,5,6-tetrahydropyridin-3-yl)-1H-indole-2-carboxylate